NCCCCCCCCCCC(=O)N 11-aminoundecanamide